FC(OC1=CC=CC=2C(N([C@H]3C=4C([C@@H](C21)C3)=C3N(N4)C=CC(=N3)C3=CCC(CC3)C(C)(C)O)C)=O)F (7R,14S)-1-(difluoromethoxy)-12-(4-(2-hydroxypropan-2-yl)cyclohex-1-en-1-yl)-6-methyl-6,7-dihydro-7,14-methanobenzo[c]pyrimido[1',2':1,5]pyrazolo[4,3-f]azocin-5(14H)-one